3-Bocaminoazetidine HCl Cl.C(=O)(OC(C)(C)C)NC1CNC1